NC(CCCCO)O 5-amino-5-hydroxyamyl alcohol